C1(CC1)S(=O)(=O)NC1=CC=CC(=N1)C(C(=O)NC1=CC=C(C=C1)C=1C=NC=CC1)(C)C 2-(6-(cyclopropanesulfonylamino)pyridin-2-yl)-2-methyl-N-(4-(pyridin-3-yl)phenyl)propanamide